2-bromo-4,5-dimethoxybenzoic acid BrC1=C(C(=O)O)C=C(C(=C1)OC)OC